ClC1=CC=C(C=C1)C=1C=C(C(N(N1)C1=CC(=CC=C1)F)=O)C(=O)N[C@@H](CO)CCO |r| 6-(4-chlorophenyl)-N-[(2RS)-1,4-dihydroxybutan-2-yl]-2-(3-fluorophenyl)-3-oxo-2,3-dihydropyridazine-4-carboxamide